FC=1C(=CC(=NC1)OCC(F)(F)F)C1=NN(C=2C[C@@H](CCC12)C(=O)O)C(C)C(C)=O (6R)-3-(5-fluoro-2-(2,2,2-trifluoroethoxy)pyridin-4-yl)-1-(3-oxobutan-2-yl)-4,5,6,7-tetrahydro-1H-indazole-6-carboxylic acid